FC=1C(=C(C(=O)NC2=CC=C(C=C2)F)C=CC1)C 3-fluoro-N-(4-fluorophenyl)-2-methylbenzamide